N1=CNC2=NC=C(C=C21)NC(C(=O)N2[C@H](CC[C@@H](C2)C)C=2C=CC1=C(N=C(S1)C1CCN(CC1)C)C2)=O N-(3H-imidazo[4,5-b]pyridin-6-yl)-2-((2R,5S)-5-methyl-2-(2-(1-methylpiperidin-4-yl)benzo[d]thiazol-5-yl)piperidin-1-yl)-2-oxoacetamide